1-(5-((3-((4'-chloro-5,5-dimethyl-3,4,5,6-tetrahydro-[1,1'-biphenyl]-2-yl)methyl)-3,8-diazabicyclo[3.2.1]octan-8-yl)methyl)-1-oxoisoindolin-2-yl)dihydropyrimidine-2,4(1H,3H)-dione ClC1=CC=C(C=C1)C1=C(CCC(C1)(C)C)CN1CC2CCC(C1)N2CC=2C=C1CN(C(C1=CC2)=O)N2C(NC(CC2)=O)=O